N-(7-amino-1-methyl-pyrazolo[3,4-c]pyridin-4-yl)-N'-methyl-N'-[(1S)-1-[4-(trifluoromethyl)phenyl]ethyl]oxamide NC=1N=CC(=C2C1N(N=C2)C)NC(=O)C(=O)N([C@@H](C)C2=CC=C(C=C2)C(F)(F)F)C